IC1=C(C=CC=C1)[C@]12[C@H](CC(CC1)C2)N(C([O-])=O)C(CCC)OCOC 1-(2-iodophenyl)-(S)-1-methoxymethoxybutyl-(S)-2-bicyclo[2.2.1]heptanylcarbamate